N-[3-[3-[(3R)-3-(tert-butoxycarbonylamino)-8-fluoro-4-oxo-3,5-dihydro-2H-1,5-benzothiazepine-7-Yl]-1,2,4-oxadiazol-5-yl]oxetan-3-yl]carbamic acid tert-butyl ester C(C)(C)(C)OC(NC1(COC1)C1=NC(=NO1)C=1C(=CC2=C(NC([C@H](CS2)NC(=O)OC(C)(C)C)=O)C1)F)=O